1-((3S,5R)-4-(6-chloro-8-fluoro-7-(6-methyl-1H-indazol-7-yl)quinazolin-4-yl)-3,5-dimethyl-piperazin-1-yl)prop-2-en-1-one ClC=1C=C2C(=NC=NC2=C(C1C=1C(=CC=C2C=NNC12)C)F)N1[C@H](CN(C[C@H]1C)C(C=C)=O)C